methyl (1S,3S)-3-((6-(3-(hydroxymethyl)thiophen-2-yl)-2-methylpyridin-3-yl)oxy)cyclohexane-1-carboxylate OCC1=C(SC=C1)C1=CC=C(C(=N1)C)O[C@@H]1C[C@H](CCC1)C(=O)OC